5-fluoro-2,3-dihydro-1H-isoindole hydrochloride Cl.FC=1C=C2CNCC2=CC1